FC(C(C(F)(F)F)C1=C2C(OC(=O)C2=CC=C1)C1OC(=O)C2=CC=CC=C12)(F)F 4'-(hexafluoroisopropyl)biphthalide